S(C1=C(C=CC(=C1)C(C)(C)CC(C)(C)C)[O-])C1=C(C=CC(=C1)C(C)(C)CC(C)(C)C)[O-] 2,2'-thio-bis(4-tert-octylphenolate)